5-chloro-N-((1r,4r)-4-((3-(3-(1,1-difluoroethyl)phenyl)-3-hydroxy-2-oxoindolin-1-yl)methyl)cyclohexyl)-2-(difluoromethyl)nicotinamide ClC=1C=NC(=C(C(=O)NC2CCC(CC2)CN2C(C(C3=CC=CC=C23)(O)C2=CC(=CC=C2)C(C)(F)F)=O)C1)C(F)F